C(C)(C)(C)NC1=C(N=C2N1N=C(C(=N2)\C=C\C2=CC1=CC=CC=C1C=C2)C)C2=CC1=CC=CC=C1C=C2 (E)-N-(tert-butyl)-2-methyl-6-(naphthalen-2-yl)-3-(2-(naphthalen-2-yl)vinyl)imidazo[1,2-b][1,2,4]triazin-7-amine